COC=1C=C(C=CC1)S(=O)(=NC1=CC(=CC=C1)C1=NOC(=N1)C(F)(F)F)C (3-methoxyphenyl)(methyl)((3-(5-(trifluoromethyl)-1,2,4-oxadiazol-3-yl)phenyl)imino)-λ6-sulfanone